5-[[2-[(2R,5S)-2-[4-(Difluoromethyl)phenyl]-5-methyl-1-piperidyl]-2-oxo-acetyl]amino]pyridine-3-carboxamide FC(C1=CC=C(C=C1)[C@@H]1N(C[C@H](CC1)C)C(C(=O)NC=1C=C(C=NC1)C(=O)N)=O)F